CN(C(C)C=1C=C(C=C(C1)N1[C@@H](CCC1)C)C=1N=C(C(=NC1)N)OC=1C=NN(C1)C1CCN(CC1)C)C 5-(3-(1-(Dimethylamino)ethyl)-5-((R)-2-methylpyrrolidin-1-yl)phenyl)-3-((1-(1-methylpiperidin-4-yl)-1H-pyrazol-4-yl)oxy)pyrazin-2-amine